2-(2,4,5,7-tetrabromo-3-hydroxy-6-oxoxanthen-9-yl)benzoic acid BrC1=CC=2C(=C3C=C(C(C(=C3OC2C(=C1O)Br)Br)=O)Br)C1=C(C(=O)O)C=CC=C1